2,5-dioxopyrrolidin-1-yl carbonochloridate C(ON1C(CCC1=O)=O)(=O)Cl